FC1=C(C(=CC(=C1F)F)F)[B-](C1=C(C(=C(C=C1F)F)F)F)(C1=C(C(=C(C=C1F)F)F)F)C1=C(C(=C(C=C1F)F)F)F.C[NH+](C1=C(C=C(C=C1C)C)C)C N,N-dimethyl-(2,4,6-trimethylanilinium) tetrakis(2,3,4,6-tetrafluorophenyl)borate